C(C)(C)(C)C1=CC=C(OCC[C@@H]2[C@@H]3C(C[C@H]([C@@](C3CCC2=C)(C)CO)O)C)C=C1 (1R,2R,4aS,5R)-5-(2-(4-(tert-butyl)phenoxy)ethyl)-1-(hydroxymethyl)-1,4-dimethyl-6-methylenedecahydronaphthalen-2-ol